CN1C=2C=NC(=NC2N([C@H](C1=O)CC#C)C)NCC=1C=NN(C1)CC1=CC(=C(C(=C1)F)F)F (7S)-5,8-dimethyl-7-(prop-2-yn-1-yl)-2-(((1-(3,4,5-trifluorobenzyl)-1H-pyrazol-4-yl)methyl)amino)-7,8-dihydropteridin-6(5H)-one